3-[(3-Cyclopropyl-2-fluorophenyl)thio]-N-[2-(2,4-dimethylphenyl)-2,2-difluoroethyl]-5,6,7,8-tetrahydrocinnoline-4-carboxamide C1(CC1)C=1C(=C(C=CC1)SC=1N=NC=2CCCCC2C1C(=O)NCC(F)(F)C1=C(C=C(C=C1)C)C)F